C1(CC\C=C/CCCCCCCCCC1)=O (Z)-4-cyclopentadecen-1-one